1-(2-(4-(chloromethyl)phenoxy)ethyl)piperidine hydrochloride Cl.ClCC1=CC=C(OCCN2CCCCC2)C=C1